CC1=NOC(=C1NC(=O)C1=CC=C2C(=N1)NC=C2C2=NC(=NC=C2C(F)(F)F)S(=O)(=O)C)C N-(3,5-dimethylisoxazol-4-yl)-3-(2-(methylsulfonyl)-5-(trifluoromethyl)pyrimidin-4-yl)-1H-pyrrolo[2,3-b]pyridine-6-carboxamide